FC1(CC(C1)C1=CC(=NN1)NC1=NC(=NC=C1)N1C2CCC(C1)(C2)CO)F [2-[4-[[5-(3,3-Difluorocyclobutyl)-1H-pyrazol-3-yl]amino]pyrimidin-2-yl]-2-azabicyclo[2.2.1]heptan-4-yl]methanol